9-((((E)-9-((stearoyloxy)methyl)octadec-10-enoyl)oxy)methyl)octadec-10-enoic acid (2'-ethylhexyl)ester C(C)C(COC(CCCCCCCC(C=CCCCCCCC)COC(CCCCCCCC(\C=C\CCCCCCC)COC(CCCCCCCCCCCCCCCCC)=O)=O)=O)CCCC